3-(2-fluoro-4-(((3S)-3-(1-(2-methylbutanoyl)azepin-4-yl)piperidin-1-yl)methyl)phenyl)urea FC1=C(C=CC(=C1)CN1C[C@@H](CCC1)C=1C=CN(C=CC1)C(C(CC)C)=O)NC(N)=O